C1(=CC=CC=C1)C=1C(=C(C(=NC1N1C=2C=CC=CC2C=2C3=C(C=CC12)C=CC=C3)N3C=1C=CC=CC1C=1C2=C(C=CC31)C=CC=C2)N2C=3C=CC=CC3C=3C1=C(C=CC23)C=CC=C1)C1=CC=C(C=C1)C1=CC=NC=C1 7,7',7''-(5-phenyl-4-(4-(pyridin-4-yl)phenyl)pyridine-2,3,6-triyl)tris(7H-benzo[c]carbazole)